(R)-N4-(1-(3-amino-5-(trifluoromethyl)phenyl)ethyl)-N6,2-dimethyl-N6-(oxetan-3-yl)-8,9-dihydro-7H-cyclopenta[H]quinazoline-4,6-diamine NC=1C=C(C=C(C1)C(F)(F)F)[C@@H](C)NC1=NC(=NC2=C3C(=C(C=C12)N(C1COC1)C)CCC3)C